3-Chloro-1-{3-{3-deoxy-3-[4-(2-hydroxythiazol-4-yl)-1H-1,2,3-triazol-1-yl]-β-D-galactopyranosyl}-4H-1,2,4-triazol-4-yl}benzene ClC=1C=C(C=CC1)N1C(=NN=C1)[C@H]1[C@H](O)[C@H]([C@@H](O)[C@H](O1)CO)N1N=NC(=C1)C=1N=C(SC1)O